N,N'-bis(2,2,6,6-tetramethyl-4-piperidyl)-1,3-benzene-dicarboxamide CC1(NC(CC(C1)NC(=O)C1=CC(=CC=C1)C(=O)NC1CC(NC(C1)(C)C)(C)C)(C)C)C